FC(C(C(F)(F)F)OC1=CC2=C(CN(CCC2)C2=CC(=C(C(=C2)C)C(C(=O)N)C(C)(C)C)C)C=C1)(F)F (4-(7-((1,1,1,3,3,3-hexafluoropropan-2-yl)oxy)-1,3,4,5-tetrahydro-2H-benzo[c]azepin-2-yl)-2,6-dimethylphenyl)-3,3-dimethylbutanamide